4-(7-bromo-2-chloro-8-methyl-quinazolin-4-yl)-1,4-oxazepan-3-one BrC1=CC=C2C(=NC(=NC2=C1C)Cl)N1C(COCCC1)=O